5-[[4-[(3-amino-3-imino-propionyl)amino]-3,5-difluoro-phenyl]sulfonylamino]thiazole-4-carboxylic acid NC(CC(=O)NC1=C(C=C(C=C1F)S(=O)(=O)NC1=C(N=CS1)C(=O)O)F)=N